C1(=CC=CC=C1)C1=CC=CC(=N1)C=1C=C(C=CC1)C1=C(C(=NC=C1N1C2=CC=C(C=C2C=2C=C(C=CC12)C1=CC=CC=C1)C1=CC=CC=C1)N1C2=CC=C(C=C2C=2C=C(C=CC12)C1=CC=CC=C1)C1=CC=CC=C1)N1C2=CC=C(C=C2C=2C=C(C=CC12)C1=CC=CC=C1)C1=CC=CC=C1 9,9',9''-(4-(3-(6-phenylpyridin-2-yl)phenyl)pyridine-2,3,5-triyl)tris(3,6-diphenyl-9H-carbazole)